ClCC(=O)N(CC1=CC=C(C=C1)OC)C=1C(=NC=C(C1)C1=C(N=CS1)C)C(C1=C(C=CC=C1)F)=O 2-chloro-N-(2-(2-fluorobenzoyl)-5-(4-methylthiazol-5-yl)pyridin-3-yl)-N-(4-methoxybenzyl)acetamide